2-(2-(Methoxymethoxy)phenyl)-6,6a,7,8,9,10-hexahydro-5H-pyrazino[1',2':4,5]pyrazino[2,3-c]pyridazine COCOC1=C(C=CC=C1)C=1C=C2C(=NN1)NCC1N2CCNC1